1-(4-chloro-2-(1-methylpyrrolidin-2-yl)benzyl)-2-thioxo-1,2,3,5-tetrahydro-4H-pyrrolo[3,2-d]pyrimidin-4-one ClC1=CC(=C(CN2C(NC(C3=C2C=CN3)=O)=S)C=C1)C1N(CCC1)C